2-(4-((E)-2-((E)-2-chloro-3-(2-((E)-1,3,3-trimethylindolin-2-ylidene)ethylidene)cyclohex-1-en-1-yl)vinyl)-3-cyano-5,5-dimethylfuran-2(5H)-ylidene)malononitrile ClC/1=C(CCC\C1=C/C=C\1/N(C2=CC=CC=C2C1(C)C)C)/C=C/C1=C(C(OC1(C)C)=C(C#N)C#N)C#N